CN1C2CC(CC1CC2)O 8-methyl-8-azabicyclo[3.2.1]octan-3-ol